cis-methyl 3-(5-(tert-butyl)oxazol-2-yl)cyclopentane-1-carboxylate C(C)(C)(C)C1=CN=C(O1)[C@H]1C[C@H](CC1)C(=O)OC